FC(OC=1C=C(CN2C3COC(C2)C3)C=C(C1)[N+](=O)[O-])F 5-(3-(difluoromethoxy)-5-nitrobenzyl)-2-oxa-5-azabicyclo[2.2.1]heptane